FC(OC1=CC=C(OC2=NC=C(C=C2C(=O)NC=2CC(C=CC2)=NS(=O)(=O)C)C(F)(F)F)C=C1)F 2-[4-(difluoromethoxy)phenoxy]-N-[3-(methylsulfonylimino)phenyl]-5-(trifluoromethyl)pyridine-3-carboxamide